CN1N=C(C=C1C)CN1C[C@@H]2C([C@@H]2C1)NC=1N=NC(=CC1)C1=CC2=CN(N=C2C=C1)C (1R,5S,6s)-3-[(1,5-dimethylpyrazol-3-yl)methyl]-N-[6-(2-methylindazol-5-yl)pyridazin-3-yl]-3-azabicyclo[3.1.0]hexan-6-amine